FC1(CCN(CC1)C(C1=CC(=C(C=C1)C)C1=NN=C(N1)N[C@H]1COCC1)=O)C1=CC=C(C#N)C=C1 (R)-4-(4-fluoro-1-(4-methyl-3-(5-((tetrahydro-furan-3-yl)amino)-4H-1,2,4-triazol-3-yl)benzoyl)piperidin-4-yl)benzonitrile